1-(2-bromophenyl)-3,5-dimethyl-N-(quinolin-2-yl)-1H-pyrazole-4-carboxamide BrC1=C(C=CC=C1)N1N=C(C(=C1C)C(=O)NC1=NC2=CC=CC=C2C=C1)C